(4aS,4bR,6aR,8R,10aS,10bR,12aS)-8-hydroxy-8-(methoxymethyl)-12a-methylhexadecahydrochrysen-1(2H)-one O[C@]1(C[C@H]2CC[C@H]3[C@@H]4CCCC([C@]4(CC[C@@H]3[C@H]2CC1)C)=O)COC